Bromo-6-chloro-2-(morpholin-4-yl)quinoline BrC=1C(=NC2=CC=C(C=C2C1)Cl)N1CCOCC1